N-((5-Aminopiperidin-2-yl)methyl)-6-(4-fluorophenyl)-1H-indole-2-carboxamide hydrochloride Cl.NC1CCC(NC1)CNC(=O)C=1NC2=CC(=CC=C2C1)C1=CC=C(C=C1)F